C(C)(C)(C)C=1N(C=CN1)CC1=CC(=C(C=C1)C1=C(SC(=C1)CC(C)C)S(=O)(=O)NC(OC)=O)C#N methyl (3-(4-((2-(tert-butyl)-1H-imidazol-1-yl)methyl)-2-cyanophenyl)-5-isobutylthiophen-2-yl)sulfonylcarbamate